tris(dibutylamino)(1-methylene-2-propenyl)silane C(CCC)N(CCCC)[Si](C(C=C)=C)(N(CCCC)CCCC)N(CCCC)CCCC